tert-butyl (1R,2R,3S,5S)-2-fluoro-3-((5-(2-(methoxymethoxy)-4-(1-methyl-1H-pyrazol-4-yl)phenyl)-1,3,4-thiadiazol-2-yl)(methyl)amino)-9-azabicyclo[3.3.1]nonane-9-carboxylate F[C@@H]1[C@H]2CCC[C@@H](C[C@@H]1N(C)C=1SC(=NN1)C1=C(C=C(C=C1)C=1C=NN(C1)C)OCOC)N2C(=O)OC(C)(C)C